N[C@H]1[C@@H]2N(C[C@H]1CC2)C(=O)C2=CC1=C(N(C(=N1)C1=CC=3C=4N1[C@@H](CNC4C=CC3)CC)C)C(=C2)F ((1R,4R,7R)-7-amino-2-azabicyclo[2.2.1]hept-2-yl)(2-((R)-3-ethyl-2,3-dihydro-1H-pyrrolo[1,2,3-de]quinoxalin-5-yl)-7-fluoro-1-methyl-1H-benzo[d]imidazol-5-yl)methanone